3-Z-hexenyl acetate C(C)(=O)OC=CCCCC